NC(C)(C)C1CC(CCC1)C(C)(C)N 2-[3-(2-aminopropan-2-yl)cyclohexyl]propan-2-amine